C(C)C(CCCCC)CCCCC 6-Ethylundecane